zirconium ethylacetylacetate C(C)OC(CC(C)=O)=O.[Zr]